ClC=1C=CC=C2C=C(NC12)C(=O)N1[C@@H](COCC1)C(=O)N[C@@H](C[C@H]1C(NCC1)=O)C#N (S)-4-(7-chloro-1H-indole-2-carbonyl)-N-((S)-1-cyano-2-((S)-2-oxopyrrolidin-3-yl)ethyl)morpholine-3-carboxamide